FC([C@@H]1N(CC1)C=1N=C(C2=C(N1)C(CC2)(F)F)N2C[C@H]1C([C@@H](C2)C1)CC(=O)O)F 2-((1R,5S,6S)-3-(2-((R)-2-(difluoromethyl)azetidin-1-yl)-7,7-difluoro-6,7-dihydro-5H-cyclopenta[d]pyrimidin-4-yl)-3-azabicyclo[3.1.1]heptan-6-yl)acetic acid